BrC1=CC=C(C=C1)C(C#N)NC1=CC=CC=C1 2-(p-bromophenyl)-2-(anilino)acetonitrile